2-[1-[[(1S,3S)-3-hydroxycyclohexyl]amino]pyrido[3,4-d]pyridazin-4-yl]-5-(trifluoromethyl)phenol O[C@@H]1C[C@H](CCC1)NC1=C2C(=C(N=N1)C1=C(C=C(C=C1)C(F)(F)F)O)C=NC=C2